C12C(CC(CC1)CC2)C(C)NS(=O)(=O)C=2C=C1N=CC(NC1=CC2)=O N-(1-(bicyclo[2.2.2]octan-2-yl)ethyl)-2-oxo-1,2-dihydro-quinoxaline-6-sulfonamide